N1=C(C=C(C=C1)C1=CC=NC=C1)N[C@H](C(=O)O)CCN(CCCCC1=NC=2NCCCC2C=C1)CCOCC(F)F (S)-2-([4,4'-bipyridin]-2-ylamino)-4-((2-(2,2-difluoroethoxy)ethyl)(4-(5,6,7,8-tetrahydro-1,8-naphthyridin-2-yl)butyl)amino)butanoic acid